NC=1C(=NC(=CC1C(=O)OCC)Cl)C1=C(C(=CC=C1C)OC)C ethyl 3-amino-6-chloro-2-(3-methoxy-2,6-dimethyl-phenyl)pyridine-4-carboxylate